1-[(2R)-1-hydroxy-3-phenylpropan-2-yl]urea OC[C@@H](CC1=CC=CC=C1)NC(=O)N